2-{3-[(2R,6S)-2,6-Dimethylmorpholin-4-carbonyl]-5,6-dihydrocyclopenta[c]pyrazol-1(4H)-yl}-1-[4-(2-methylphenoxy)piperidin-1-yl]ethan-1-on C[C@@H]1CN(C[C@@H](O1)C)C(=O)C=1C2=C(N(N1)CC(=O)N1CCC(CC1)OC1=C(C=CC=C1)C)CCC2